ClC1=CC=C(C=N1)C1=NOC(=C1CN1N=CC(=CC1=O)N1CC2(C1)OCC[C@H](C2)F)C |o1:27| (R or S)-2-((3-(6-chloropyridin-3-yl)-5-methylisoxazol-4-yl)methyl)-5-(8-fluoro-5-oxa-2-azaspiro[3.5]nonan-2-yl)pyridazin-3(2H)-one